FC=1C(=C(C=CC1F)[C@H]1[C@@H](O[C@]([C@H]1C)(C(F)(F)F)C)C=1NC(=C(C(N1)=O)CO)C)OC 2-((2R,3S,4S,5R)-3-(3,4-difluoro-2-methoxyphenyl)-4,5-dimethyl-5-(trifluoromethyl)tetrahydrofuran-2-yl)-5-(hydroxymethyl)-6-methylpyrimidin-4(1H)-one